N(=[N+]=[N-])CCC[C@@H](N)C(=O)O 5-azido-D-norvaline